C(C)OC1=CN=CC(=N1)C1=CC=C(C=C1)N(C(CC(=O)OC(C)(C)C)=O)CC1=CC=C(C=C1)OC tert-butyl 3-((4-(6-ethoxypyrazin-2-yl) phenyl) (4-methoxybenzyl) amino)-3-oxopropionate